N-(2,3-dihydro-1,4-benzodioxin-6-yl)-N,2-dimethyl-4-(1-methylpyrazol-4-yl)benzenesulfonamide O1CCOC2=C1C=CC(=C2)N(S(=O)(=O)C2=C(C=C(C=C2)C=2C=NN(C2)C)C)C